C(CCCCCCCCCCCCC)(=O)OCCCN(C)C 3-(Dimethylamino)propyl tetradecanoate